C12COCC(N1C=1SC3=C(N1)C=CC(=C3C(=O)NC3=C(C(=O)OC)C=CC=C3)OC)C2 Methyl 2-(2-(3-oxa-6-azabicyclo[3.1.1]heptan-6-yl)-6-methoxybenzo[d]thiazole-7-carboxamido)benzoate